NC=1C(=C(C=CC1)C=1N=C(SC1C1=NC(=NC=C1)NC1CC2(CS(C2)(=O)=O)C1)C12CC(C1)C2)F 6-((4-(4-(3-Amino-2-fluorophenyl)-2-(bicyclo[1.1.1]pentan-1-yl)thiazol-5-yl)pyrimidin-2-yl)amino)-2-thiaspiro[3.3]heptane-2,2-dioxide